CC1=NC=C(C(=O)NCC2(CC2)CC2=CC=C(C=C2)C=2C=C3C=NN(C3=CC2)C)C=C1 6-methyl-N-((1-(4-(1-methyl-1H-indazol-5-yl)benzyl)cyclopropyl)methyl)nicotinamide